2-benzyloxyethyl-bis[3-(tert-butoxycarbonylamino)propyl]-(2-tert-butoxy-2-oxo-ethyl)ammonium formate C(=O)[O-].C(C1=CC=CC=C1)OCC[N+](CC(=O)OC(C)(C)C)(CCCNC(=O)OC(C)(C)C)CCCNC(=O)OC(C)(C)C